NC=1C=2N(C3=C(N1)C=NC(=C3)C(=O)N3[C@H]1C4=C(O[C@@H](CC3)C1)C=C(C=C4)C(F)(F)F)C(=NC2)C (4-amino-1-methylimidazo[1,5-a]pyrido[3,4-e]pyrazin-8-yl)((2S,6R)-9-(trifluoromethyl)-3,4-dihydro-2H-2,6-methanobenzo[b][1,5]oxazocin-5(6H)-yl)methanone